C(C)OC1=C(C=CC=C1)C1=NC=2CN(CC3(CCN(CC3)C3=C(C#N)C=C(C=C3)OC(F)(F)F)C2C=C1)C[C@@H]1NCCC1 2-[2-(2-ethoxyphenyl)-7-[[(2R)-pyrrolidin-2-yl]methyl]spiro[6,8-dihydro-1,7-naphthyridine-5,4'-piperidine]-1'-yl]-5-(trifluoromethoxy)benzonitrile